3-formyl-4-(imidazo[1,5-a]pyridin-5-ylmethoxy)benzonitrile C(=O)C=1C=C(C#N)C=CC1OCC1=CC=CC=2N1C=NC2